CC1=C2C=C(N(C2=CC=C1CN1CCC2(CN(C2)C2=NC=NC3=CC=C(C=C23)CC(F)(F)F)CC1)CC1CN(S(CO1)(=O)=O)C)C#N 4-Methyl-1-[(4-methyl-3,3-dioxido-1,3,4-oxathiazinan-6-yl)methyl]-5-({2-[6-(2,2,2-trifluoroethyl)quinazolin-4-yl]-2,7-diazaspiro[3.5]non-7-yl}methyl)-1H-indole-2-carbonitrile